2-siloxynaphthalene dibutylphosphate C(CCC)OP(=O)(OCCCC)O.[SiH3]OC1=CC2=CC=CC=C2C=C1